tert-butyl 4-(3,5-bis((hydroxyimino)methyl)benzoyl)piperazine-1-carboxylate ON=CC=1C=C(C(=O)N2CCN(CC2)C(=O)OC(C)(C)C)C=C(C1)C=NO